2-bromo-5-(3-fluoro-4-methylphenyl)-7,7-dimethyl-6,7-dihydro-5H-pyrrolo[2,3-b]pyrazine BrC=1N=C2C(=NC1)N(CC2(C)C)C2=CC(=C(C=C2)C)F